N1(C=NC=C1)C(=O)C=1NN=C2C1CN([C@@H](C2)C)C(=O)O (R)-3-(1H-imidazole-1-carbonyl)-6-methyl-2,4,6,7-tetrahydro-5H-pyrazolo[4,3-c]Pyridine-5-carboxylic acid